BrC=1C(=C(C=CC1O)C=1C(CC(NN1)=O)C)F 6-(3-bromo-2-fluoro-4-hydroxyphenyl)-5-methyl-4,5-dihydro-2H-pyridazin-3-one